NC1=C(C=C2C(=N1)C=C(N2CO)CNC(C)=O)C N-((5-amino-1-(hydroxymethyl)-6-methyl-1H-pyrrolo[3,2-b]pyridin-2-yl)methyl)acetamide